methyl 2-[3-(benzyloxy)-2-formylphenoxy]acetate C(C1=CC=CC=C1)OC=1C(=C(OCC(=O)OC)C=CC1)C=O